1-tert-Butyl 4-ethyl 4-fluoropiperidine-1,4-dicarboxylate FC1(CCN(CC1)C(=O)OC(C)(C)C)C(=O)OCC